FC(C=1C(=C(C=CC1)[C@@H](C)NC1=NC(=NC2=C3C(=C(C=C12)OC1CC(C1)O)OCC3)C)F)F (R)-3-((4-((1-(3-(difluoromethyl)-2-fluorophenyl)ethyl)amino)-2-methyl-8,9-dihydrofuro[2,3-h]quinazolin-6-yl)oxy)cyclobutanol